6-amino-2,2-difluorobenzo[d][1,3]dioxolane-5-carbaldehyde NC=1C(=CC2=C(OC(O2)(F)F)C1)C=O